C(=O)(O)C1=C(C2=CC3=CC=CC=C3C=C2C=C1)OC(=O)C carboxy-methyl-carbonyloxyanthracene